7-(((tert-butoxycarbonyl)amino)methyl)-2-methyl-1H-benzo[d]Imidazole-4-carboxylic acid ethyl ester C(C)OC(=O)C1=CC=C(C=2NC(=NC21)C)CNC(=O)OC(C)(C)C